tris(2-mercaptoethyl)1,4,7-triazacyclononane SCCN1CCN(CCN(CC1)CCS)CCS